Triisobutyl-ethyl-titanium C(C(C)C)[Ti](CC)(CC(C)C)CC(C)C